(2-(hydroxyimino)ethyl)phosphonic acid hydrogen n-hexyl ester C(CCCCC)OP(O)(=O)CC=NO